C(CCC)OC(N[C@@H]1CN(CC[C@H]1C=1C=NN(C1)C)C)=O (trans-1-methyl-4-(1-methyl-1H-pyrazol-4-yl)piperidin-3-yl)carbamic acid butyl ester